IC1=CC=C(C=2COC(OCC21)C=2N=C(SC2)C2CCN(CC2)C(CC2=C(C=CC(=C2)Cl)Cl)=O)OS(=O)(=O)C 4-[4-(6-iodo-9-methylsulfonyloxy-1,5-dihydro-3H-2,4-benzodioxepin-3-yl)-2-thiazolyl]-1-[2-(2,5-dichlorophenyl)acetyl]piperidine